FC1=CC(=C(C=C1)C1=NC=CC2=C1CN(C2=O)C2=CC=C(C=C2)[C@H](C(F)(F)F)O)OCC(F)(F)F |r| rac-4-[4-fluoro-2-(2,2,2-trifluoroethoxy)phenyl]-2-[4-(2,2,2-trifluoro-1-hydroxyethyl)phenyl]-2,3-dihydro-1H-pyrrolo[3,4-c]pyridin-1-one